FC1=CN=C(C=C1C(=O)NC1=CC(=C(C=C1)C)C=1C=NC(=C(C1)N1CCOCC1)C#CC)C(C)C 5-fluoro-2-isopropyl-N-(4-methyl-3-(5-morpholino-6-(prop-1-yn-1-yl)pyridin-3-yl)phenyl)isonicotinamide